C(=O)C1=CC=C(C=C1)C(=C(C1=CC=CC=C1)C1=CC=CC=C1)C1=CC=CC=C1 1-(4-formylphenyl)-1,2,2-triphenylethylene